CC1C(=CC2=C(C=CC=C12)C)[Li] 1,4-dimethylindenyllithium